(R)-(2-(4-(4,4,5,5-tetramethyl-1,3,2-dioxaborolan-2-yl)phenyl)Propyl)carbamic acid tert-butyl ester C(C)(C)(C)OC(NC[C@H](C)C1=CC=C(C=C1)B1OC(C(O1)(C)C)(C)C)=O